FC(COCC1CO1)(F)F 2-[(2,2,2-trifluoroethoxy)methyl] ethylene oxide